N1C=NC=C1C1=C(C=C(C=C1)CNC)NS(=O)(=O)C1=CC=CC=C1 N-(2-(1H-imidazol-5-yl)-5-((methylamino)methyl)phenyl)benzenesulfonamide